1,2,3-triallyloxy-2-propanol C(C=C)OCC(COCC=C)(O)OCC=C